2-(6-methoxy-2-(2-methoxyimidazo[2,1-b][1,3,4]thiadiazol-6-yl)pyrazolo[1,5-a]pyridin-4-yloxy)-N-(2-methylthiazol-5-yl)acetamide COC=1C=C(C=2N(C1)N=C(C2)C=2N=C1SC(=NN1C2)OC)OCC(=O)NC2=CN=C(S2)C